COC=1C=C(C=CC1OC)C1=C(C(=NN1)C=1SC(=CN1)C1CCN(CC1)CC1(COC1)CC)C(C)C 2-(5-(3,4-dimethoxyphenyl)-4-isopropyl-1H-pyrazol-3-yl)-5-(1-((3-ethyloxetan-3-yl)methyl)piperidin-4-yl)thiazole